hydroxyldimyristylspermine tetrahydrochloride Cl.Cl.Cl.Cl.ONCCCN(CCCCN(CCCN)CCCCCCCCCCCCCC)CCCCCCCCCCCCCC